Tert-butyl (1-allyl-6-methyl-2-oxo-5-phenylpiperidin-3-yl)carbamate C(C=C)N1C(C(CC(C1C)C1=CC=CC=C1)NC(OC(C)(C)C)=O)=O